O1CCN(CC1)CCC1(NC(=NC2=CC(=CC=C12)C1=CC=NN1)N)N 4-(2-morpholinoethyl)-7-(1H-pyrazol-5-yl)quinazoline-2,4-diamine